ethyl 5-(isoindolin-2-yl)-3-isopropyl-7-(1H-pyrazol-4-yl)pyrazolo[1,5-a]pyrimidine-2-carboxylate C1N(CC2=CC=CC=C12)C1=NC=2N(C(=C1)C=1C=NNC1)N=C(C2C(C)C)C(=O)OCC